C(#N)C=1C=NC(=CC1)C=1C=NN(C1)C 3-cyano-6-(1-methyl-1H-pyrazol-4-yl)pyridine